2-((3,3-difluorocyclobutyl)methoxy)-N-(2-(4,4-difluorocyclohexyl)-4-(2,5-difluorophenyl)pyridin-3-yl)pyrimidine-5-carboxamide FC1(CC(C1)COC1=NC=C(C=N1)C(=O)NC=1C(=NC=CC1C1=C(C=CC(=C1)F)F)C1CCC(CC1)(F)F)F